ClC=1C(=NC(=NC1)NC1CCN(CC1)S(=O)(=O)C)C1=CC2=C(N=C3N2CCCN3C)C(=C1)F 5-chloro-4-(9-fluoro-1-methyl-1,2,3,4-tetrahydrobenzo[4,5]imidazo[1,2-a]pyrimidin-7-yl)-N-(1-(methylsulfonyl)piperidin-4-yl)pyrimidin-2-amine